OC(CCC)(O)O tri-hydroxybutane